N,N'-bis-salicylidene propylenediamine 4,5-dicyano-1,2,3-triazolate C(#N)C1(N=NN=C1C#N)C(=O)O.C(C=1C(O)=CC=CC1)=NCC(C)N=CC=1C(O)=CC=CC1